N-(6-(3-(5-(4-acryloyl-2-oxopiperazin-1-yl)furan-2-yl)propanamido)hexyl)-3-(6-(1-(2,2-difluorobenzo[d][1,3]dioxol-5-yl)cyclopropane-1-carboxamido)-3-methylpyridin-2-yl)benzamide C(C=C)(=O)N1CC(N(CC1)C1=CC=C(O1)CCC(=O)NCCCCCCNC(C1=CC(=CC=C1)C1=NC(=CC=C1C)NC(=O)C1(CC1)C1=CC2=C(OC(O2)(F)F)C=C1)=O)=O